FC(=C1CC2CC(CN2C1)=C)F 2-(difluoromethylene)-6-methylenetetrahydro-1H-pyrrolizine